4-amino-2-butoxy-7-(4-((4-methylpiperazin-1-yl)methyl)benzyl)-5H-pyrrolo[3,2-d]pyrimidin-6-carbonitrile NC=1C2=C(N=C(N1)OCCCC)C(=C(N2)C#N)CC2=CC=C(C=C2)CN2CCN(CC2)C